FC(C1=C(C=CC(=C1)C)C1=C2C(=C(N=N1)N[C@H]1CN(C[C@@H](C1)F)C)COCC2)F 1-(2-(difluoromethyl)-4-methylphenyl)-N-((3R,5R)-5-fluoro-1-methylpiperidin-3-yl)-7,8-dihydro-5H-pyrano[3,4-d]pyridazin-4-amine